1-(6-(hydroxymethyl)pyridin-3-yl)-3-(4-methoxybenzyl)dihydropyrimidine-2,4(1H,3H)-dione OCC1=CC=C(C=N1)N1C(N(C(CC1)=O)CC1=CC=C(C=C1)OC)=O